methyl 3-bromo-4-bromomethyl-5-trifluoromethylbenzoate BrC=1C=C(C(=O)OC)C=C(C1CBr)C(F)(F)F